Trimethylolpropane triacrylate Acetoacetyl-ethyl-methacrylate Ureidomethacrylate N(C(=O)N)C=C(C(=O)O)C.C(CC(=O)C)(=O)C(=C(C(=O)O)C)CC.C(C=C)(=O)O.C(C=C)(=O)O.C(C=C)(=O)O.C(O)C(CC)(CO)CO